OC(C)(C)C=1C=C(SC1)S(=O)(=O)NC(NC1=C2CCCC2=CC=C1C1=C2C(=NC=C1)N(C=C2)C2CN(CC2)C)=O 4-(2-hydroxy-prop-2-yl)-N-((5-(1-(1-methyl-pyrrolidin-3-yl)-1H-pyrrolo[2,3-b]pyridin-4-yl)-2,3-dihydro-1H-inden-4-yl)carbamoyl)thiophene-2-sulfonamide